N-(6,8-dimethoxyquinolin-2-yl)-2,6-difluoro-4-(piperazin-1-yl)benzamide COC=1C=C2C=CC(=NC2=C(C1)OC)NC(C1=C(C=C(C=C1F)N1CCNCC1)F)=O